rac-(5S)-1-(3-chlorophenyl)-3-(isoquinolin-4-yl)-5-methyl-2-oxoimidazoline-4-carbonitrile ClC=1C=C(C=CC1)N1C(N(C([C@@H]1C)C#N)C1=CN=CC2=CC=CC=C12)=O |r|